P(=O)([O-])([O-])[O-].[Ca+2].C(CCNC([C@H](O)C(C)(C)CO)=O)(=O)[O-].[Ca+2] calcium pantothenate calcium phosphate